C(C)N(CC#C)CC N,N-diethyl-2-propyn-1-amine